NC1=CC(=NC=C1)C(F)(F)F 4-amino-2-(trifluoromethyl)pyridine